CC=1N=CN(C1C)C1=NC=C(C=C1OC)[N+](=O)[O-] 2-(4,5-dimethyl-1H-imidazol-1-yl)-3-methoxy-5-nitropyridine